FC=1C=C2C(CC(N(C2=CC1C(=O)OC)C)=O)(C)C methyl 6-fluoro-1,4,4-trimethyl-2-oxo-1,2,3,4-tetrahydroquinoline-7-carboxylate